5-(4-cyclohexylphenyl)-3-[3-(fluoromethyl)azetidine-1-carbonyl]-2-[2-hydroxy-1-methyl-ethyl]-4H-pyrazolo[1,5-a]pyrimidin-7-one C1(CCCCC1)C1=CC=C(C=C1)C=1NC=2N(C(C1)=O)N=C(C2C(=O)N2CC(C2)CF)C(CO)C